O=C1NC2(C(N1C=1C=NC(=CC1)C(F)(F)F)=O)CCN(CC2)C(=O)OC(C)(C)C tert-butyl 2,4-dioxo-3-[6-(trifluoromethyl)pyridin-3-yl]-1,3,8-triazaspiro[4.5]decane-8-carboxylate